BrC1=CC=2N(C(=C1)C(=O)N[C@H]1[C@H](CN(C[C@@H]1C)C(=O)OC(C)(C)C)F)N=CC2CC(F)(F)F tert-butyl (3S,4R,5S)-4-[[5-bromo-3-(2,2,2-trifluoroethyl)pyrazolo[1,5-a]pyridine-7-carbonyl]amino]-3-fluoro-5-methyl-piperidine-1-carboxylate